BrC1=C(NC=C1)C1=NN=NN1 5-(3-bromo-1H-pyrrol-2-yl)-1H-tetrazole